4-(5-(Hydroxymethyl)-2-((4-sulfamoylphenyl)amino)thiazol-4-yl)-N-methylbenzenesulfonamide OCC1=C(N=C(S1)NC1=CC=C(C=C1)S(N)(=O)=O)C1=CC=C(C=C1)S(=O)(=O)NC